acrylic acid tetrahydropyrrolelactoyl amide N1C(CCC1)CC(C(=O)NC(C=C)=O)O